N1N=CC2=CC(=CC=C12)NC1=NC(=NC=C1)C1=CC=C2C=C(NC2=C1)C(=O)NC1CN(CCC1)C1CCOCC1 6-(4-((1H-indazol-5-yl)amino)pyrimidin-2-yl)-N-(1-(tetrahydro-2H-pyran-4-yl)piperidin-3-yl)-1H-indole-2-carboxamide